methyl 2-(4-amino-5-(4-phenoxyphenyl)-7H-pyrrolo[2,3-d]pyrimidin-7-yl)propanoate NC=1C2=C(N=CN1)N(C=C2C2=CC=C(C=C2)OC2=CC=CC=C2)C(C(=O)OC)C